2,3'-difluoro-benzidine FC1=C(C=CC(=C1)N)C1=CC(=C(N)C=C1)F